r-glycidoxypropyl-trimethoxysilane C([C@H]1CO1)OCCC[Si](OC)(OC)OC